(3R,4S)-N-[(1-methylpiperidin-4-yl)methyl]-4-phenylpyrrolidine-3-carboxamide dihydrochloride Cl.Cl.CN1CCC(CC1)CNC(=O)[C@H]1CNC[C@@H]1C1=CC=CC=C1